C(C)(C)(C)NC(=O)C1=C(NC=2C(N(C=C(C21)C#CC(C)(C)O)C)=O)C N-tert-butyl-4-(3-hydroxy-3-methyl-but-1-ynyl)-2,6-dimethyl-7-oxo-1H-pyrrolo[2,3-c]pyridine-3-carboxamide